4-chloro-6-(methylthio)pyrimidin-2-amine ClC1=NC(=NC(=C1)SC)N